NC1=NC=CC(=C1)C1N(CCOC1)C(=O)OC(C)(C)C tert-butyl 3-(2-amino-4-pyridyl)morpholine-4-carboxylate